4-amino-6-chlorobenzonitrile NC1=CC=C(C#N)C(=C1)Cl